C(C)(C)N1CCN(CC1)CCNC=1C=NC2=CC=C(N=C2C1)C=1N=CNC1C1=NC(=CC=C1)C N-(2-(4-isopropylpiperazin-1-yl)ethyl)-6-(5-(6-methylpyridin-2-yl)-1H-imidazol-4-yl)-1,5-naphthyridin-3-amine